N-(1-(3-amino-5-(trifluoromethyl)phenyl)ethyl)-6-(3-cyclopropoxypropoxy)-7-methoxy-2-methyl-quinazolin-4-amine NC=1C=C(C=C(C1)C(F)(F)F)C(C)NC1=NC(=NC2=CC(=C(C=C12)OCCCOC1CC1)OC)C